CC1=CC=C(C=C1)S(=O)(=O)[O-].C(CCCCCCC)C1=[NH+]CCC2=CC=CC=C12 n-octyl-3,4-dihydroisoquinolinium p-toluenesulfonate